(9H-fluoren-9-yl)methyl (3-(6-aminobenzo[d][1,3]dioxol-5-yl)-3-oxopropyl)(cyclopropyl)carbamate NC=1C(=CC2=C(OCO2)C1)C(CCN(C(OCC1C2=CC=CC=C2C=2C=CC=CC12)=O)C1CC1)=O